FC(C=1C=CC(=NC1)N1C[C@H](CCC1)CN1C[C@@H](C([C@@H](C1)OCC1=CC=CC=C1)OCC1=CC=CC=C1)OCC1=CC=CC=C1)(F)F 5-(trifluoromethyl)-2-((R)-3-(((3S,4R,5R)-3,4,5-tris(benzyloxy)piperidin-1-yl)methyl)piperidin-1-yl)pyridine